FC1=C(C(=C(C(=C1F)SC)F)F)CC(=O)C=1C=NC2=C(C=CC=C2C1)C1=CC=C(C=C1)C(F)(F)F 2-(2,3,5,6-tetrafluoro-4-(methylthio)phenyl)-1-(8-(4-(trifluoromethyl)phenyl)quinolin-3-yl)ethan-1-one